3-((2S)-2-hydroxy-3-(8-(4-methoxy-5,6,7,8-tetrahydronaphthalen-1-ylsulfonyl)-1-oxa-8-azaspiro[4.5]decan-3-ylamino)propoxy)-N-methylbenzenesulfonamide O[C@H](COC=1C=C(C=CC1)S(=O)(=O)NC)CNC1COC2(C1)CCN(CC2)S(=O)(=O)C2=CC=C(C=1CCCCC21)OC